4-[6-[2-hydroxy-6-methyl-4-(trifluoromethyl)phenyl]pyrazolo[3,4-b]pyrazin-2-yl]bicyclo[2.1.1]hexan-1-ol OC1=C(C(=CC(=C1)C(F)(F)F)C)C=1C=NC=2C(N1)=NN(C2)C21CCC(C2)(C1)O